ClC1=CC=2CN(CN3C2C(=C1C(=O)N[C@H](C(=O)O)CC1=CC(=CC=C1)S(=O)(=O)C)C=C3)C(=O)C3=CC1=C(C=CO1)C=C3 (S)-2-(8-chloro-2-(benzofuran-6-carbonyl)-2,3-dihydro-1H-pyrrolo[3,2,1-ij]quinazoline-7-carboxamido)-3-(3-(methylsulfonyl)phenyl)propionic acid